COC([C@H](CO[Si](C)(C)C(C)(C)C)N1C(C2=CC(=CC=C2C1)B1OC(C(O1)(C)C)(C)C)=O)=O (2S)-3-[(tert-butyldimethylsilyl)oxy]-2-[1-oxo-6-(4,4,5,5-tetramethyl-1,3,2-dioxaborolan-2-yl)-2,3-dihydro-1H-isoindol-2-yl]propionic acid methyl ester